ClC1=CC2=C(N(C(N=C2N2[C@H](CN(CC2)C(=O)OC(C)(C)C)C)=O)C2=C(C=CC=C2C)C(C)C)N=C1Cl (S)-tert-butyl 4-(6,7-dichloro-1-(2-isopropyl-6-methylphenyl)-2-oxo-1,2-dihydropyrido[2,3-d]pyrimidin-4-yl)-3-methylpiperazine-1-carboxylate